methyl (4-((tert-butyldiphenylsilyl)oxy)butanoyl)(hydroxymethyl)carbamate [Si](C1=CC=CC=C1)(C1=CC=CC=C1)(C(C)(C)C)OCCCC(=O)N(C(OC)=O)CO